(2-ethylsulfonylphenyl)-[4-(6-fluoro-1,3-benzothiazol-2-yl)-2-methyl-piperazin-1-yl]methanone C(C)S(=O)(=O)C1=C(C=CC=C1)C(=O)N1C(CN(CC1)C=1SC2=C(N1)C=CC(=C2)F)C